C1(CC1)C1=CC=C(C=C1)S(=O)(=O)Cl 4-cyclopropylbenzenesulfonyl chloride